Methyl 2-allyloxy-3,5-diiodo-benzoate C(C=C)OC1=C(C(=O)OC)C=C(C=C1I)I